CC(C(=O)O)CC(=O)O 2-methylsuccinic acid